N-Ethyl-2-methoxyaniline C(C)NC1=C(C=CC=C1)OC